1-benzyl-3-phenyl-3,4-dihydro-1H-benzopyrano[4,3-d]pyrimidine C(C1=CC=CC=C1)N1CN(CC2=C1C1=C(OC2)C=CC=C1)C1=CC=CC=C1